COC=1C(C(=C(C(C1OC)=O)C)CCCCCCCCCCOC1=CC=C(C=C1)C1=CC(SS1)=O)=O 2,3-dimethoxy-5-methyl-6-{10-[4-(3-oxo-3H-1,2-dithiol-5-yl)phenoxy]decyl}cyclohexa-2,5-diene-1,4-dione